2-[[4-[(E)-3-[3-(3-Cyanopropoxy)phenyl]prop-2-enoyl]phenyl]sulfonylamino]acetic acid C(#N)CCCOC=1C=C(C=CC1)/C=C/C(=O)C1=CC=C(C=C1)S(=O)(=O)NCC(=O)O